C(C)(C)(C)OC(=O)N1[C@H](C[C@@H](C1)CC(=O)OCC)C1=C(C(=CC=C1OCOC)Cl)Cl (2R,4R)-2-[2,3-dichloro-6-(methoxymethoxy)phenyl]-4-(2-ethoxy-2-oxoethyl)pyrrolidine-1-carboxylic acid tert-butyl ester